FC(C1(CCC1)N)F 1-(difluoromethyl)cyclobutan-1-amine